1-[2-(2,5-dihydrofuran-3-yl)-4-(trifluoromethyl)phenyl]-N-[(3R)-1-methylpiperidin-3-yl]pyrido[3,4-d]pyridazin-4-amine O1CC(=CC1)C1=C(C=CC(=C1)C(F)(F)F)C1=C2C(=C(N=N1)N[C@H]1CN(CCC1)C)C=NC=C2